C(CSSCC[C@H](CS(=O)[O-])N=[N+]=[N-])SSCC[C@H](CS(=O)[O-])N=[N+]=[N-].[Na+].[Na+] sodium (2R,2'R)-4,4'-(ethane-1,2-diylbis(disulfanediyl))bis(2-azidobutane-1-sulfinate)